zinc pelargonate C(CCCCCCCC)(=O)[O-].[Zn+2].C(CCCCCCCC)(=O)[O-]